N[C@](C(=O)OC)(CC1=CC=C(C=C1)O[Si](C)(C)C(C)(C)C)C methyl (S)-2-amino-3-(4-((tert-butyldimethylsilyl) oxy) phenyl)-2-methylpropionate